1-(4-fluoro-3-(3-morpholinoquinoxaline-6-carbonyl)phenyl)-3-(5-fluoropyridin-3-yl)urea FC1=C(C=C(C=C1)NC(=O)NC=1C=NC=C(C1)F)C(=O)C=1C=C2N=C(C=NC2=CC1)N1CCOCC1